FC1=NC=CC=C1C1=CC(=NC2=C(N=CC=C12)C1=CC=NN1)N1CCOCC1 4-(2-fluoropyridin-3-yl)-2-(morpholin-4-yl)-8-(1H-pyrazol-5-yl)-1,7-naphthyridine